N[C@@H]1CN(CC[C@@H]1F)C1=NC2=C(N1CC1=NC=C(C#N)C=C1)C=CC=C2C(F)(F)F 6-((2-((3R,4S)-3-amino-4-fluoropiperidin-1-yl)-4-(trifluoromethyl)-1H-benzo[d]imidazol-1-yl)methyl)nicotinonitrile